5-methyl-4'-oxo-1'-(tetrahydro-2H-pyran-4-ylmethyl)-1',4'-dihydro-2,3'-bipyridine-5'-carboxamide sulfate hydrate O.S(=O)(=O)(O)O.CC=1C=CC(=NC1)C1=CN(C=C(C1=O)C(=O)N)CC1CCOCC1